FC(C1=C(C=NN1)C(=O)NC1=CC(=NC=C1)C(F)(F)F)(F)F 5-trifluoromethyl-N-(2-trifluoromethyl-pyridin-4-yl)-1H-pyrazole-4-carboxamide